tert-Butyl 4-[2-[2-[4-[3-amino-6-[2-(methoxymethoxy)phenyl]pyridazin-4-yl]pyrazol-1-yl]ethoxy]ethyl]piperazine-1-carboxylate NC=1N=NC(=CC1C=1C=NN(C1)CCOCCN1CCN(CC1)C(=O)OC(C)(C)C)C1=C(C=CC=C1)OCOC